ethyl 3-(4-((4-bromophenoxy) methyl) phenyl)-1,2,4-oxadiazole-5-carboxylate BrC1=CC=C(OCC2=CC=C(C=C2)C2=NOC(=N2)C(=O)OCC)C=C1